N-(4-formylcyclohexyl)-4-(isopropylamino)pyridine-3-carboxamide C(=O)C1CCC(CC1)NC(=O)C=1C=NC=CC1NC(C)C